C1(CC1)C1=C(C=CC=C1)C1N(CCC1)CC1=CC=C(C=O)C=C1 4-((2-(2-cyclopropylphenyl)pyrrolidin-1-yl)methyl)benzaldehyde